6-chloro-N2-((R)-1-cyclopropylethyl)-N4-((R)-1,1,1-trifluoropropane-2-yl)-1,3,5-triazine-2,4-diamine ClC1=NC(=NC(=N1)N[C@H](C)C1CC1)N[C@@H](C(F)(F)F)C